C(CCCCC)N(CCNC(OC(C)(C)C)=O)CCCCCC tert-butyl (2-(dihexylamino)ethyl)carbamate